BrC=1C=C(C(=O)N[C@@H](C)C2=NC=NN2C2=NC=C(C=C2)N=S(=O)(C)CC)C=C(C1)C(F)(F)F 3-bromo-N-((1S)-1-(1-(5-((ethyl(methyl)(oxo)-λ6-sulfaneylidene)amino)pyridin-2-yl)-1H-1,2,4-triazol-5-yl)ethyl)-5-(trifluoromethyl)benzamide